tert-butyl 2-({[tert-butyl (dimethyl) silyl] oxy} methyl)-3-oxopiperidine-1-carboxylate [Si](C)(C)(C(C)(C)C)OCC1N(CCCC1=O)C(=O)OC(C)(C)C